3-(2,5-dimethylphenyl)-4-methylpentan-2-ol CC1=C(C=C(C=C1)C)C(C(C)O)C(C)C